COC=1C(=CC(=C(C1)NCC1=CC=C(C=C1)NC1C(NC(CC1)=O)=O)[N+](=O)[O-])NC1=NC=CC(=N1)C1=CN(C2=CC=CC=C12)C 3-((4-(((5-methoxy-4-((4-(1-methyl-1H-indol-3-yl)pyrimidin-2-yl)amino)-2-nitrophenyl)amino)methyl)phenyl)amino)piperidine-2,6-dione